C1(C=CC2C3CCC(C12)C3)O 3a,4,5,6,7,7a-hexahydro-4,7-methano-1H-inden-1-ol